5-(((2-(5-chlorothien-2-yl)-4-oxo-4H-benzopyran-3-yl)-oxy)methyl)-N-hydroxythiophene-2-carboxamide ClC1=CC=C(S1)C=1OC2=C(C(C1OCC1=CC=C(S1)C(=O)NO)=O)C=CC=C2